[N+](=O)([O-])C1(C(=NON1)N[N+](=O)[O-])[N+](=O)[O-] dinitro-3-nitramino-furazan